C(CCC)OC(=O)C=1C(=C(SC1CC(C)C)S(=O)(=O)N)C1=CC=C(C=C1)CN1C=NC=C1 n-butoxycarbonyl-3-(4-imidazol-1-ylmethyl-phenyl)-5-isobutylthiophene-2-sulfonamide